propane-1,2-diyl bis(4-chloro-4-oxobutanoate) ClC(CCC(=O)OCC(C)OC(CCC(=O)Cl)=O)=O